methyl (R)-4-(((3S,4R)-3-aminotetrahydro-2H-pyran-4-yl)(methyl)amino)-3-benzyl-4-oxobutanoate N[C@@H]1COCC[C@H]1N(C([C@@H](CC(=O)OC)CC1=CC=CC=C1)=O)C